ClC=1C=CC2=C(N=C(S2)C2CC3(CC(C3)NC(=O)C3=CC(=NC=C3)OC)C2)C1 N-[6-(5-chloro-1,3-benzothiazol-2-yl)spiro[3.3]heptan-2-yl]-2-methoxy-pyridine-4-carboxamide